CC1(OB(OC1(C)C)C1=CC=2N(C(C=C(N2)C(F)(F)F)=O)C=C1)C 8-(4,4,5,5-tetramethyl-1,3,2-dioxaborolan-2-yl)-2-(trifluoromethyl)-4H-pyrido[1,2-a]pyrimidin-4-one